C1(CC1)N1N=CC(=C1)C(=O)NC1=CC(=CC=C1)[C@H](C)NC=1N=C2C(=NC1)NC=C2C=2C=NN(C2)C (S)-1-cyclopropyl-N-(3-(1-((7-(1-methyl-1H-pyrazol-4-yl)-5H-pyrrolo[2,3-b]pyrazin-2-yl)amino)ethyl)phenyl)-1H-pyrazole-4-carboxamide